(1-(8-Methoxyquinazolin-4-yl)piperidin-3-yl)methanol COC=1C=CC=C2C(=NC=NC12)N1CC(CCC1)CO